1-(4-(methylsulfonyl)phenyl)ethanone CS(=O)(=O)C1=CC=C(C=C1)C(C)=O